ClC=1C=C(C=C(C1O)Cl)C(=O)N1C2=C(OC3(C1)CC3)N=CC=C2 (3,5-dichloro-4-hydroxyphenyl)(spiro[cyclopropane-1,3'-pyrido[2,3-b][1,4]oxazin]-1'(2'H)-yl)methanone